[Mo].[Na].[Na] disodium molybdenum